O1CCN(CC1)CCN1C(NC2=C1C=CC=C2)=N 1-(2-morpholinoethyl)-1,3-dihydro-2H-benzo[d]imidazol-2-imine